C(CC)S(=O)(=O)OO.[NH+]1=CC=CC=C1 pyridinium hydroxyl propanesulfonate